6-[(cyclopropylamino)sulfonyl]-1-(1-methylethyl)-1H-indazole-4-carboxylic acid methyl ester COC(=O)C=1C=2C=NN(C2C=C(C1)S(=O)(=O)NC1CC1)C(C)C